BrC1SC=2C(=N1)CCCC2 2-bromo-5,6-dihydro-4H-benzothiazole